Methylenediphenylenediamine C(C1=C(C=CC=C1)N)C1=C(C=CC=C1)N